1,3-bis[4-(4-aminophenoxy)phenoxy]benzene NC1=CC=C(OC2=CC=C(OC3=CC(=CC=C3)OC3=CC=C(C=C3)OC3=CC=C(C=C3)N)C=C2)C=C1